ClC=1C=CC2=C(N(CC(O2)C(=O)NC23CC(C2)(C3)NC(COC3=CC(=C(C=C3)Cl)F)=O)C(C(C(C(F)(F)F)(F)F)(F)F)=O)C1 6-chloro-N-{3-[2-(4-chloro-3-fluorophenoxy)acetamido]bicyclo[1.1.1]pentan-1-yl}-4-(2,2,3,3,4,4,4-heptafluorobutanoyl)-3,4-dihydro-2H-1,4-benzoxazine-2-carboxamide